methyl-2-amino-1-(4-((tert-butoxycarbonyl) amino) but-2-en-1-yl)-7-methoxy-1H-benzo[d]imidazole-5-carboxylate hydrobromide Br.COC(=O)C1=CC2=C(N(C(=N2)N)CC=CCNC(=O)OC(C)(C)C)C(=C1)OC